C(CC1=CC=CC=C1)C=1OCCN1 phenethyl-oxazoline